N-((1r,3r)-3-(6-((3-(4-((2-(2,6-dioxopiperidin-3-yl)-1,3-dioxoisoindolin-4-yl)glycyl)piperazin-1-yl)propyl)amino)-9H-purin-9-yl)cyclobutyl)-6-methylpicolinamide O=C1NC(CC[C@H]1N1C(C2=CC=CC(=C2C1=O)NCC(=O)N1CCN(CC1)CCCNC1=C2N=CN(C2=NC=N1)C1CC(C1)NC(C1=NC(=CC=C1)C)=O)=O)=O